OCC1CCC(CC1)N1N=C2C=C(C(=CC2=C1)NC(C1=CC=CC=C1)=O)OC N-[2-[4-(hydroxymethyl)cyclohexyl]-6-methoxy-indazol-5-yl]benzamide